N-(3-(1H-imidazol-1-yl)propyl)-7-(2-methoxyphenyl)-5-phenylpyrazolo[1,5-a]pyrimidine-2-carboxamide N1(C=NC=C1)CCCNC(=O)C1=NN2C(N=C(C=C2C2=C(C=CC=C2)OC)C2=CC=CC=C2)=C1